ClC=1C(=C(CNC(=O)C=2N=CN(C2)C2=NC(=NC=C2C)N[C@@H]2COCC2)C=CC1)C (S)-N-(3-chloro-2-methylbenzyl)-1-(5-methyl-2-((tetrahydrofuran-3-yl)amino)pyrimidin-4-yl)-1H-imidazole-4-carboxamide